4-(6-aminohexylamino)-2-(2,6-dioxo-3-piperidyl)isoindoline-1,3-dione hydrochloride Cl.NCCCCCCNC1=C2C(N(C(C2=CC=C1)=O)C1C(NC(CC1)=O)=O)=O